ClC1=CC(=C(C=C1)[C@]1(OC2=C(O1)C=CC=C2C2CCNCC2)C)F (R)-4-(2-(4-chloro-2-fluorophenyl)-2-methylbenzo[d][1,3]dioxol-4-yl)piperidine